6-(4-Chlorophenyl)-3-((1R,3S)-3-hydroxycyclopentyl)-8-(1-methyl-1H-pyrazol-4-yl)pyrido[3,4-d]pyrimidin-4(3H)-one ClC1=CC=C(C=C1)C1=CC2=C(N=CN(C2=O)[C@H]2C[C@H](CC2)O)C(=N1)C=1C=NN(C1)C